C(C)O/C=C/C=1C=C(C=CC1)C(C(=O)O)C [3-[(E)-2-ethoxyvinyl]phenyl]propanoic acid